methyl-4-[(1-methylcyclopropyl)amino]furo[2,3-d]pyrimidine-5-carboxamide CC=1N=C(C2=C(N1)OC=C2C(=O)N)NC2(CC2)C